COC1=CC=C(OC2=CC=C(C(=O)N3CCC(CC3)C3=CC=C(N=N3)N)C=C2)C=C1 6-{1-[4-(4-methoxyphenoxy)benzoyl]piperidin-4-yl}pyridazin-3-amine